[NH4+].CNC[C@H](O)[C@@H](O)[C@H](O)[C@H](O)CO N-methylglucamine ammonium salt